ethyl 6-(benzyloxy)-4-oxo-1,4-dihydroquinoline-2-carboxylate C(C1=CC=CC=C1)OC=1C=C2C(C=C(NC2=CC1)C(=O)OCC)=O